4-amino-2'-fluoro-[1,1'-biphenyl]-2-carboxylic acid methyl ester COC(=O)C=1C(=CC=C(C1)N)C1=C(C=CC=C1)F